C1(CC1)N1C(N(C(C(=C1)C(=O)O)=O)C1=CC=CC=C1)=O 1-Cyclopropyl-2,4-dioxo-3-phenyl-1,2,3,4-tetrahydropyrimidine-5-carboxylic acid